FC1CC(C1)N1N=CC(=C1)[C@@H]1OCC[C@@H](C1)C1=NC2=NC(=C(N=C2C(=N1)C12CC(C1)(C2)C(F)(F)F)C)C 2-((2R,4S)-2-(1-(3-fluorocyclobutyl)-1H-pyrazol-4-yl)tetrahydro-2H-pyran-4-yl)-6,7-dimethyl-4-(3-(trifluoromethyl)bicyclo[1.1.1]pentan-1-yl)pteridine